methyl 2,2-difluoro-2-fluorosulfonylacetate FC(C(=O)OC)(S(=O)(=O)F)F